O=C1C(=CC(C2=CC=CC=C12)=O)NC1=CC=C(C=C1)NC(C1=C(C(=CC(=C1)[N+](=O)[O-])[N+](=O)[O-])C)=O N-(4-((1,4-dioxo-1,4-dihydronaphthalen-2-yl)amino)phenyl)-2-methyl-3,5-dinitrobenzamide